ClC1=CC=C(C=C1)[C@@H]1CN(CC1)C(=O)C1=CC(=NN1)C1=C(C=NC=C1)C [(3R)-3-(4-chlorophenyl)pyrrolidin-1-yl]-[3-(3-methylpyridin-4-yl)-1H-pyrazol-5-yl]methanone